5,7-dimethyl-1H-pyrrolo[2,3-c]pyridine-2-carboxylic acid CC=1C=C2C(=C(N1)C)NC(=C2)C(=O)O